F[C@H](C1(COC1)C=1C=C(C=CC1)N1C(C2=CC(=CC(=C2C1)C(F)(F)F)CN1[C@H](CCC1)COC)=O)C1=NN=CN1C 2-(3-(3-((R)-fluoro(4-methyl-4H-1,2,4-triazol-3-yl)methyl)oxetan-3-yl)phenyl)-6-(((R)-2-(methoxymethyl)pyrrolidin-1-yl)methyl)-4-(trifluoromethyl)isoindolin-1-one